C=1N=CN2C1C1=CC=CC=C1[C@H]2[C@H]2COC1=CC(=CC=C1C2O)S(=O)(=O)C (S)-3-((R)-5H-imidazo[5,1-a]isoindol-5-yl)-7-(methylsulfonyl)chroman-4-ol